(S)-3-hydroxy-3-((S)-5H-imidazo[5,1-a]isoindol-5-yl)-2,2-dimethylpropionamide O[C@@H](C(C(=O)N)(C)C)[C@H]1N2C(C3=CC=CC=C13)=CN=C2